C(\C=C\C1=CC=C(C=C1)O)(=O)NCCCCN N-trans-(p-Coumaroyl)-putrescine